(2S)-4-(2-chloro-6-((5-chloro-7-fluoro-1-(methoxycarbonyl)-1,2,3,4-tetrahydronaphthalen-1-yl)methyl)-5-nitropyrimidin-4-yl)-2-(cyanomethyl)piperazine-1-carboxylate ClC1=NC(=C(C(=N1)N1C[C@@H](N(CC1)C(=O)[O-])CC#N)[N+](=O)[O-])CC1(CCCC2=C(C=C(C=C12)F)Cl)C(=O)OC